S(=O)(=O)(O)C1=CC=CC=C1.C(C)(=O)N acetamide besylate